CC1=CC(=C(C=C1)N1N=CC=C1)[N+](=O)[O-] 1-(4-methyl-2-nitro-phenyl)pyrazole